FC(OC1=CC=CC=2C(N[C@H]3C=4N([C@@H](C21)C3)C3=C(N4)C=CC(=C3)C=3C=NC(=NC3)N3CC4C(NC(C3)CC4)=O)=O)F (7R,14R)-1-(difluoromethoxy)-11-[2-(7-oxo-3,6-diazabicyclo[3.2.2]non-3-yl)pyrimidin-5-yl]-6,7-dihydro-7,14-methanobenzimidazo[1,2-b][2,5]benzodiazocin-5(14H)-one